7-[(7-oxo-6,8-dihydro-5H-1,8-naphthyridin-4-yl)oxy]-N-phenyl-3,4-dihydro-1H-isoquinoline-2-carboxamide O=C1CCC=2C(=CC=NC2N1)OC1=CC=C2CCN(CC2=C1)C(=O)NC1=CC=CC=C1